2-nicotinyl-L-serine C(C1=CN=CC=C1)[C@](N)(CO)C(=O)O